2-(benzo[d]thiazol-2-ylmethyl)-2-(((2R,3S,4R,5R)-5-(2-chloro-6-((4-fluorobenzyl)amino)-9H-purin-9-yl)-3-ethynyl-3,4-dihydroxytetrahydrofuran-2-yl)methoxy)malonic acid S1C(=NC2=C1C=CC=C2)CC(C(=O)O)(C(=O)O)OC[C@H]2O[C@H]([C@@H]([C@@]2(O)C#C)O)N2C1=NC(=NC(=C1N=C2)NCC2=CC=C(C=C2)F)Cl